C([C@H](O)C[C@H](O)CO)O 3-deoxyribitol